NC1=NC=2C=C(C(=CC2C2=C1C=NN2C)C(=O)N2CC(C2)C2=NC=C(C=C2)C(F)(F)F)Cl (4-amino-7-chloro-1-methyl-1H-pyrazolo[4,3-c]quinolin-8-yl)(3-(5-(trifluoromethyl)-2-pyridinyl)-1-azetidinyl)methanone